[Ca].C(C)C=1C(=C(C=CC1)O)CC.[Na] sodium diethylphenol calcium